BrC\C(\C(=O)OCC)=N/O (Z)-ethyl 3-bromo-2-(hydroxyimino)propanoate